ClC=1C(=C(C(=CC1)F)NCC1CCCC1)F (S)-(3-chloro-2,6-difluorophenyl)(cyclopentyl)methylamine